dioctyltin diethylmaleate C(C)/C(=C(/C(=O)[O-])\CC)/C(=O)[O-].C(CCCCCCC)[Sn+2]CCCCCCCC